C1(=CC=CC=2OC3=CC=CC=C3NC12)C=1NOC=CC1 phenoxazinylOxazine